C(C=C)OC(CC1CCC(CC1)O)=O 4-hydroxycyclohexylacetic acid allyl ester